Methyl 4-[1-[[4-[2-(4-chlorophenoxy)ethyl-methyl-amino]tetrahydropyran-4-carbonyl]amino]cyclopropyl]benzoate ClC1=CC=C(OCCN(C2(CCOCC2)C(=O)NC2(CC2)C2=CC=C(C(=O)OC)C=C2)C)C=C1